(2S,4R)-1-((S)-2-(1-fluorocyclopropane-1-carboxamido)-3,3-dimethylbutyryl)4-hydroxypyrrolidine FC1(CC1)C(=O)N[C@H](C(=O)N1CC[C@H](C1)O)C(C)(C)C